FC(CN1N=CC=2C1=CN=C(C2)[C@@H](C)NC(CC2=CC=C(C=C2)C(C)C)=O)(C)F (R)-N-(1-(1-(2,2-difluoropropyl)-1H-pyrazolo[3,4-c]pyridin-5-yl)ethyl)-2-(4-isopropylphenyl)acetamide